C1(CCCC1)C(C1=CC=C(O1)C=1N=NN(C1)C1=C(C=C(C=C1)NS(=O)(=O)CC)N1CCC2(CC2)CC1)O N-(4-(4-(5-(cyclopentyl(hydroxy)methyl)furan-2-yl)-1H-1,2,3-triazol-1-yl)-3-(6-azaspiro[2.5]octan-6-yl)phenyl)ethanesulfonamide